(O-propargyl)-cytidine C(C#C)O[C@H]1[C@@H](O[C@@H]([C@H]1O)CO)N1C(=O)N=C(N)C=C1